CC=1C=C(C=C(C1)NC(=O)N)C[C@H](C(=O)O)[C@@H]1CNCC1 (2S)-3-(3-methyl-5-ureido-phenyl)-2-[(3R)-pyrrolidin-3-yl]propionic acid